NC=1C=C(C=CC1C)NC(=O)C1=CC=C(C(=O)OCC)C=C1 ethyl 4-((3-amino-4-methylphenyl)carbamoyl)benzoate